ClC=1C(=CC(=NC1)NC(CC1CC2(C(NC(N2)=O)=O)CCC1)=O)C1=C2N(N=C1)CC(C2)(C)C N-(5-chloro-4-(5,5-dimethyl-5,6-dihydro-4H-pyrrolo[1,2-b]pyrazol-3-yl)pyridin-2-yl)-2-(2,4-dioxo-1,3-diazaspiro[4.5]dec-7-yl)acetamide